(4-bromo-1-isopropoxybutoxy)triethylsilane BrCCCC(O[Si](CC)(CC)CC)OC(C)C